3-((5-(5-(difluoromethyl)-1,3,4-oxadiazole-2-yl)pyridine-2-yl)methyl)-1-methyl-7-(1,2,3,6-tetrahydropyridine-4-yl)quinazoline-2,4(1H,3H)-dione FC(C1=NN=C(O1)C=1C=CC(=NC1)CN1C(N(C2=CC(=CC=C2C1=O)C=1CCNCC1)C)=O)F